ClC1=NC=C2C(=N1)N(N=C2)C 6-Chloro-1-methyl-1H-pyrazolo[3,4-d]pyrimidin